C(C(C)C1=C(C(=O)O)C=CC(=C1)[N+](=O)[O-])C1=C(C(=O)O)C=CC(=C1)[N+](=O)[O-] propan-1,2-diyl-(S)-bis(4-nitrobenzoic acid)